N=1NN=NC1C1=C(SC=C1)NC(CC1=CC=C(C=C1)OC)=O N-(3-(2H-tetrazol-5-yl)thiophen-2-yl)-2-(4-methoxyphenyl)-acetamide